tert-butyl 4-(2-butyl-4-(tert-butylamino)-1-((tetrahydro-2H-pyran-4-yl)methyl)-1H-imidazo[4,5-d]thieno[3,2-b]pyridin-7-yl)piperidine-1-carboxylate C(CCC)C1=NC=2C(=C3C(=NC2NC(C)(C)C)C=C(S3)C3CCN(CC3)C(=O)OC(C)(C)C)N1CC1CCOCC1